C(C1=CC=CC=C1)(C1=CC=CC=C1)NC(NC1=CC=C(C(=O)NCCCCCCC(=O)NO)C=C1)=O 4-(3-benzhydrylureido)-N-(7-(hydroxyamino)-7-oxoheptyl)benzamide